(3-(3-(nitrooxy)-1-phenylpropyl)-2-phenyl-1H-indol-4-yl)boronic acid [N+](=O)([O-])OCCC(C1=CC=CC=C1)C1=C(NC2=CC=CC(=C12)B(O)O)C1=CC=CC=C1